ClC=1C(=CC=C2N=CC(=NC12)C=1C=NN(C1)CC1CC(C1)(F)F)OC=1C=CC2=C(NC(=N2)C)C1Cl 8-chloro-7-[(7-chloro-2-methyl-1H-1,3-benzodiazol-6-yl)oxy]-2-{1-[(3,3-difluorocyclobutyl)methyl]-1H-pyrazol-4-yl}quinoxaline